4-{[4-hydroxy-1-[3-(4-morpholinyl)propyl]-5-oxo-2-(3-pyridinyl)-2,5-dihydro-1H-pyrrol-3-yl]carbonyl}-N,N-dimethyl-benzenesulfonamide OC1=C(C(N(C1=O)CCCN1CCOCC1)C=1C=NC=CC1)C(=O)C1=CC=C(C=C1)S(=O)(=O)N(C)C